3-(5-((6-(2-(5-((4-([1,1'-biphenyl]-3-yl)-5-chloropyrimidin-2-yl)amino)pyridin-3-yl)-1-oxo-2,8-diazaspiro[4.5]decan-8-yl)-6-oxohexyl)oxy)-1-oxoisoindolin-2-yl)piperidine-2,6-dione C1(=CC(=CC=C1)C1=NC(=NC=C1Cl)NC=1C=C(C=NC1)N1C(C2(CC1)CCN(CC2)C(CCCCCOC=2C=C1CN(C(C1=CC2)=O)C2C(NC(CC2)=O)=O)=O)=O)C2=CC=CC=C2